5-bromo-2-(4,4-dimethyl-1-piperidinyl)-6-methyl-4-oxo-chromene-3-carbonitrile BrC1=C2C(C(=C(OC2=CC=C1C)N1CCC(CC1)(C)C)C#N)=O